(R)-1-(tert-butoxycarbonyl)-2-methyl-proline Racemic-tert-butyl-3-(2-bromo-6-chloropyridin-4-yl)piperazine-1-carboxylate C(C)(C)(C)C1N(CCNC1C1=CC(=NC(=C1)Cl)Br)C(=O)O.C(C)(C)(C)OC(=O)N1[C@](CCC1)(C(=O)O)C